amino-8-(4-(3,4-dichlorophenyl)piperazin-1-yl)-5-(methoxycarbonyl)octylboronic acid NC(CCC(CCCCB(O)O)C(=O)OC)N1CCN(CC1)C1=CC(=C(C=C1)Cl)Cl